O=C1NC(CCC1N1C(C2=CC=CC(=C2C1=O)CN1CCC(CC1)N1N=C(C=C1)C(=O)O)=O)=O 1-[1-({2-[2,6-dioxopiperidin-3-yl]-1,3-dioxoisoindol-4-yl}methyl)piperidin-4-yl]pyrazole-3-carboxylic acid